C(C)(C)(C)OC(=O)N[C@@H](CC(=O)OCC)C=1C=C(C=C(C1F)F)C1=C(C=C(C=C1C)F)CCCCC=C Ethyl (S)-3-((tert-butoxycarbonyl)amino)-3-(4,4',5-trifluoro-2'-(hex-5-en-1-yl)-6'-methyl-[1,1'-biphenyl]-3-yl)propanoate